3-(tert-butoxycarbonyl)-4-(9-((4-(((tert-butoxycarbonyl)amino)methyl)phenyl)carbamoyl)-4,5-dihydrobenzo[b]thieno[2,3-d]oxepin-8-yl)benzoic acid C(C)(C)(C)OC(=O)C=1C=C(C(=O)O)C=CC1C=1C(=CC2=C(OCCC3=C2SC=C3)C1)C(NC1=CC=C(C=C1)CNC(=O)OC(C)(C)C)=O